1-((R)-3-(2-(((R)-2-(5-Fluoropyridin-3-yl)-2-hydroxyethyl)amino)-2-methylpropyl)piperidin-1-yl)ethan-1-one dihydrochloride Cl.Cl.FC=1C=C(C=NC1)[C@H](CNC(C[C@@H]1CN(CCC1)C(C)=O)(C)C)O